(4-(5,5-dimethyl-5,6-dihydro-4H-pyrrolo[1,2-b]pyrazol-3-yl)-5-fluoropyridin-2-yl)carbamic acid phenyl ester C1(=CC=CC=C1)OC(NC1=NC=C(C(=C1)C1=C2N(N=C1)CC(C2)(C)C)F)=O